6-((4-methoxyphenyl)(methyl)amino)-5-methyl-2-phenyl-3-(piperidin-1-yl)pyrazolo[1,5-a]pyrimidin-7(4H)-one COC1=CC=C(C=C1)N(C1=C(NC=2N(C1=O)N=C(C2N2CCCCC2)C2=CC=CC=C2)C)C